3-chlorobenzyl((S)-3-cyclohexyl-1-(((S)-5-((2-(ethylamino)-2-oxoethyl)(methyl)amino)-1,5-dioxopentan-2-yl)amino)-1-oxopropan-2-yl)carbamate ClC=1C=C(CN(C([O-])=O)[C@H](C(=O)N[C@H](C=O)CCC(=O)N(C)CC(=O)NCC)CC2CCCCC2)C=CC1